(R)-3-(5-Methylthiazol-2-yl)-5-(2-oxopyrrolidin-1-yl)-N-(1-(2-(trifluoromethyl)pyrimidin-5-yl)ethyl)benzamide CC1=CN=C(S1)C=1C=C(C(=O)N[C@H](C)C=2C=NC(=NC2)C(F)(F)F)C=C(C1)N1C(CCC1)=O